CC1(NC(CC(C1)NCCCC)(C)C)C N-(2,2,6,6-tetramethyl-4-piperidyl)N-butylamine